dihydrodicumyl peroxide C(C)(C)(C1CC=CC=C1)OOC(C)(C)C1=CC=CC=C1